5-bromo-1,3-benzothiazole BrC=1C=CC2=C(N=CS2)C1